OSNC(=O)N Hydroxy(thio)urea